(((2R)-2-(4-chloro-2-(methoxy-d3)phenyl)-10-methyl-7,10-dihydro-2H-pyrano[3,2-H]isoquinolin-9(8H)-yl)methyl)-3-(((S)-oxetan-2-yl)methyl)-3H-imidazo[4,5-b]pyridine-5-carboxylic acid ClC1=CC(=C(C=C1)[C@H]1C=CC=2C=CC=3CCN(C(C3C2O1)C)CC1=NC=2C(=NC(=CC2)C(=O)O)N1C[C@H]1OCC1)OC([2H])([2H])[2H]